(4-methoxyphenyl)boronic acid pinacol ester COC1=CC=C(C=C1)B1OC(C)(C)C(C)(C)O1